(S)-1-[(S)-3-Methyl-1-({3-(morpholinomethyl)-1,5-dioxa-9-aza-9-spiro[5.5]undecyl}carbonyl)butyl]-3-isobutyl-2-piperazinone CC(C[C@@H](C(=O)N1CCC2(OCC(CO2)CN2CCOCC2)CC1)N1C([C@@H](NCC1)CC(C)C)=O)C